ethyl 6,8-dichloro-1-methyl-2-oxo-1,5-naphthyridine-3-carboxylate ClC=1N=C2C=C(C(N(C2=C(C1)Cl)C)=O)C(=O)OCC